C(C)C=1C=CC=C2C=CC=C(C12)N1CC=2N=C(N=C(C2CC1)N1CC(CCC1)C=1N(C=CN1)C)OCC1(CC1)CN(C)C 1-(1-(((7-(8-ethylnaphthalen-1-yl)-4-(3-(1-methyl-1H-imidazol-2-yl)piperidin-1-yl)-5,6,7,8-tetrahydropyrido[3,4-d]pyrimidin-2-yl)oxy)methyl)cyclopropyl)-N,N-dimethylmethanamine